F[Sb-](F)(F)(F)(F)F.C1(=CC=CC=C1)[IH+] phenyliodonium hexafluoroantimonate